FC1C(C1)C(=O)NC=1N=C2N(C=C(C=C2)C2=C(C(=CC=C2)F)C)C1C 2-fluoro-N-(6-(3-fluoro-2-methylphenyl)-3-methylimidazo[1,2-a]pyridin-2-yl)cyclopropane-1-carboxamide